(S)-2'-((4-methoxy-5-(4-(2-oxopyrrolidin-1-yl)phenyl)pyrimidin-2-yl)amino)-6a',7'-dihydro-6'H,9'H-spiro[cyclopropane-1,8'-pyrido[2,3-b]pyrrolo[1,2-d][1,4]oxazin]-9'-one COC1=NC(=NC=C1C1=CC=C(C=C1)N1C(CCC1)=O)NC1=CC2=C(OC[C@H]3N2C(C2(C3)CC2)=O)N=C1